Imidazole Malate C(C(O)CC(=O)O)(=O)O.N1C=NC=C1